C(=O)(OCC1C2=CC=CC=C2C2=CC=CC=C12)CC(O)(OCC)N Fmoc-amino-ethoxyethanol